OC(C(ONC(=O)C1=CC2=C(N=CN2C)C(=C1NC1=C(C=C(C=C1)Br)Cl)F)([2H])[2H])([2H])[2H] 6-(4-bromo-2-chlorophenylamino)-7-fluoro-3-methyl-3H-benzimidazole-5-carboxylic acid (2-hydroxyethoxy-1,1,2,2-d4)amide